2-((2,4-dimethoxybenzyl)(methyl)amino)quinolin-7-ol COC1=C(CN(C2=NC3=CC(=CC=C3C=C2)O)C)C=CC(=C1)OC